C1(CCCC1)OC(=O)N1C2COCC1CN(C2)CC2=C(N=C1N2C=CC=C1)C1=CC=C(C=C1)Cl 7-{[2-(4-chlorophenyl)imidazo[1,2-a]pyridin-3-yl]methyl}-3-oxa-7,9-diazabicyclo[3.3.1]nonane-9-carboxylic acid cyclopentyl ester